ClC1=CC2=C(S1)C1(CC(NCC1)C1CC1)OCC2 2-chloro-2'-cyclopropyl-spiro[4,5-dihydrothieno[2,3-C]pyran-7,4'-piperidine]